(R)-(3-(3-amino-1,2,4-thiadiazol-5-yl)-8-methyl-5,6-dihydro-[1,2,4]triazolo[4,3-a]pyrazin-7(8H)-yl)(4-fluorophenyl)methanone NC1=NSC(=N1)C1=NN=C2N1CCN([C@@H]2C)C(=O)C2=CC=C(C=C2)F